N1(N=CC=C1)C1CN(CCC1)C=1C2=C(N=C(N1)OCC1(CC1)CN(C)C)CN(CC2)C2=CC=CC1=CC=CC(=C21)CC 1-(1-(((4-(3-(1H-pyrazol-1-yl)piperidin-1-yl)-7-(8-ethylnaphthalen-1-yl)-5,6,7,8-tetrahydropyrido[3,4-d]pyrimidin-2-yl)oxy)methyl)cyclopropyl)-N,N-dimethylmethanamine